(2,4-Difluorophenyl)methanol-d2 FC1=C(C=CC(=C1)F)C(O)([2H])[2H]